6-(2-bromo-6-chloro-phenyl)-3-(6-methoxy-4-isoquinolinyl)-1H-thieno[3,2-d]pyrimidine-2,4-dione BrC1=C(C(=CC=C1)Cl)C1=CC=2NC(N(C(C2S1)=O)C1=CN=CC2=CC=C(C=C12)OC)=O